C(C)(C)(C)NC1=NC(=NC(=N1)NC1=CC(=NC=C1)C(C)(F)F)C1=NC(=CC=C1)C(C)(F)F N2-(tert-butyl)-6-(6-(1,1-difluoroethyl)pyridin-2-yl)-N4-(2-(1,1-difluoroethyl)pyridin-4-yl)-1,3,5-triazine-2,4-diamine